ClC(C1=CC=C(C(=O)Cl)C=C1)Cl 4-(dichloromethyl)benzoyl chloride